(R)-9-(2-amino-6-((tetrahydrofuran-3-yl)amino)pyrimidin-4-yl)-1-(3,4-difluorophenyl)-1,9-diazaspiro[5.5]undecan-2-one NC1=NC(=CC(=N1)N1CCC2(CCCC(N2C2=CC(=C(C=C2)F)F)=O)CC1)N[C@H]1COCC1